NC1=C(C=C2C(=N1)C=C(N2)C(C#N)N2C(C1=CC=CC=C1C2=O)=O)C 2-(5-amino-6-methyl-1H-pyrrolo[3,2-b]pyridin-2-yl)-2-(1,3-dioxoisoindolin-2-yl)acetonitrile